(R)-3-chloro-1-(thiophen-3-yl)propan-1-ol ClCC[C@@H](O)C1=CSC=C1